ClC1=CC=C2C(=NC(N(C2=C1)C1=CN=C(S1)C(=O)OC)=O)N(C)C methyl 5-(7-chloro-4-(dimethylamino)-2-oxoquinazolin-1(2H)-yl)thiazole-2-carboxylate